(R)-N-(4-cyclopropylphenyl)-1-((3-methylpyridin-2-yl)methyl)-6-oxopiperidine-2-carboxamide C1(CC1)C1=CC=C(C=C1)NC(=O)[C@@H]1N(C(CCC1)=O)CC1=NC=CC=C1C